C(C)(C)(C)OC(=O)N(C(OC(C)(C)C)=O)C1=C(C(=C(C=C1F)OC)F)F tert-Butyl N-tert-butoxycarbonyl-N-(2,3,6-trifluoro-4-methoxy-phenyl)carbamate